ClC1=C(C=CC(=C1)Cl)C=1CCCC2=C(C1)C=CC(=C2)O 8-(2,4-dichlorophenyl)-3-hydroxy-6,7-dihydro-5H-benzo[7]annulen